COC=1C=C2C(=NC(=NC2=CC1OC)C)NC(C)C1=CC=C(S1)B(O)O (5-{1-[(6,7-dimethoxy-2-methylquinazolin-4-yl)amino]ethyl}-2-thienyl)boronic Acid